N-(4-nitrophenyl)carbazole methyl-[(6S)-4-(4'-{[2-(3-bromophenyl)ethyl]carbamoyl}[1,1'-biphenyl]-4-yl)-2,3,9-trimethyl-6H-thieno[3,2-f][1,2,4]triazolo[4,3-a][1,4]diazepin-6-yl]acetate COC(C[C@H]1C=2N(C3=C(C(=N1)C1=CC=C(C=C1)C1=CC=C(C=C1)C(NCCC1=CC(=CC=C1)Br)=O)C(=C(S3)C)C)C(=NN2)C)=O.[N+](=O)([O-])C2=CC=C(C=C2)N2C3=CC=CC=C3C=3C=CC=CC23